8-((triisopropylsilyl)ethynyl)-6-((triisopropylsilyl)oxy)naphthalen-1-ol C(C)(C)[Si](C(C)C)(C(C)C)C#CC=1C=C(C=C2C=CC=C(C12)O)O[Si](C(C)C)(C(C)C)C(C)C